CO[C@H]1[C@@H]([C@@H]([C@H](C1)N1C=CC2=C1N=CN=C2C)O)O (1R,2R,3R,5S)-3-methoxy-5-(4-methyl-7H-pyrrolo[2,3-d]pyrimidin-7-yl)cyclopentane-1,2-diol